C1(CCC1)C1=NN=CO1 5-cyclobutyl-1,3,4-oxadiazole